C1(=CC=CC=2C(=CC=CC12)CO)CO 1,5-naphthalenedimethanol